BrC=1C=C(C=CC1F)N1C(=NOC1=O)C=1C(=NON1)S[C@@H]1CN(CCC1)S(=O)(=O)N (S)-3-((4-(4-(3-bromo-4-fluorophenyl)-5-oxo-4,5-dihydro-1,2,4-oxadiazol-3-yl)-1,2,5-oxadiazol-3-yl)thio)piperidine-1-sulfonamide